2-chloro-4aH,5H,6H,7aH-cyclopenta[b]pyridin-7-one ClC=1C=CC2C(N1)C(CC2)=O